2,2-diphenylglycolic acid C1(=CC=CC=C1)C(C(=O)O)(O)C1=CC=CC=C1